2-[6-(4-chlorophenoxy)-2-trisFluoromethyl-3-pyridinyl]-1-(1,2,4-triazol-1-yl)propan-2-ol ClC1=CC=C(OC2=CC=C(C(=N2)C(F)(F)F)C(CN2N=CN=C2)(C)O)C=C1